2-(2-(((3R,4S)-3-methyl-1-(methylsulfonyl)piperidin-4-yl)amino)-5-(trifluoromethyl)pyrimidin-4-yl)-5,6-dihydro-4H-thieno[2,3-c]pyrrol-4-one bis-[4-(1-naphthyl)-phenyl]-carbonate C1(=CC=CC2=CC=CC=C12)C1=CC=C(C=C1)OC(OC1=CC=C(C=C1)C1=CC=CC2=CC=CC=C12)=O.C[C@@H]1CN(CC[C@@H]1NC1=NC=C(C(=N1)C1=CC2=C(CNC2=O)S1)C(F)(F)F)S(=O)(=O)C